NC1=NC=C(C2=C1C(=C(N2C)C2=CC=C(C=C2)NC(C(=C)F)=O)C=2C=C(C(=NC2)C(=O)NCC2(CC2)F)Cl)C#CC2(CC2)N 5-{4-amino-7-[(aminocyclopropyl)ethynyl]-2-{4-[(2-fluoroacrylamido)]phenyl}-1-methylpyrrolo[3,2-c]pyridin-3-yl}-3-chloro-N-[(fluorocyclopropyl)methyl]pyridine-2-carboxamide